OCCN1CCN(CC1)CCO di-(hydroxyethyl)piperazine